[Si](C)(C)(C(C)(C)C)OCCOC1=CC(=NC=C1)C=1N=C(C2=C(N1)CCC2)N([C@@H]2C(N(CCC2)C2=CC(=CC=C2)F)=O)C (3S)-3-[[2-(4-[2-[(tert-butyldimethylsilyl)oxy]ethoxy]pyridin-2-yl)-5H,6H,7H-cyclopenta[d]pyrimidin-4-yl](methyl)amino]-1-(3-fluorophenyl)piperidin-2-one